ClC1=C(C=CC(=C1)C(F)(F)F)CNC1CN(C1)C(=O)N1C[C@H](CC1)N1N=NN=C1 [3-[[2-Chloro-4-(trifluoromethyl)phenyl]methylamino]azetidin-1-yl]-[(3S)-3-(tetrazol-1-yl)pyrrolidin-1-yl]methanone